BrC=1N=C(N(N1)COCC[Si](C)(C)C)NC1=C2CCCC2=CC(=C1C1=CC(=NC=C1)F)C 5-bromo-N-[5-(2-fluoro-4-pyridyl)-6-methyl-indan-4-yl]-2-(2-trimethylsilylethoxymethyl)-1,2,4-triazol-3-amine